N1-((6-aminopyridin-3-yl)methyl)-N2,N2-diethylethane-1,2-diamine trifluoroacetate FC(C(=O)O)(F)F.NC1=CC=C(C=N1)CNCCN(CC)CC